N-(4-(7-bromo-1-methyl-2-oxo-1,4-dihydro-2H-spiro[pyrido[2,3-b]pyrazine-3,3'-pyrrolidine]-1'-carbonyl)phenyl)-2-fluoroacrylamide BrC1=CC2=C(NC3(CN(CC3)C(=O)C3=CC=C(C=C3)NC(C(=C)F)=O)C(N2C)=O)N=C1